N-[(R)-1-(4-Chloro-phenyl)-ethyl]-3-[3-(4-trifluoromethoxy-benzyl)-3H-imidazo[4,5-b]pyridin-2-yl]-propionamide ClC1=CC=C(C=C1)[C@@H](C)NC(CCC1=NC=2C(=NC=CC2)N1CC1=CC=C(C=C1)OC(F)(F)F)=O